C(C=C)(=O)OOCCCCCCOC1=CC=C(C(=O)OC2=C(C=C(C=C2)OC(C2=CC=C(C=C2)OCCCCCCOOC(C=C)=O)=O)C)C=C1 2-methyl-1,4-phenylene bis(4-((6-(acryloxyoxy) hexyl) oxy) benzoate)